C1(=CC=CC=C1)CCC(C(=O)O)OC1=C(C=CC=C1)C(\C=C\C1=CC=CC=C1)=O 4-Phenyl-2-[2-[(E)-3-phenylprop-2-enoyl]phenoxy]butanoic acid